FC1=CC=C(C=C1)CCS(=O)(=O)NC1=C(C(=O)OC)C=C(C=C1)OC1CN(C1)CC1=CC(=C(C=C1)NS(=O)(=O)CCC1=CC=C(C=C1)F)C(=O)OC methyl 2-((2-(4-fluorophenyl)ethyl)sulfonamido)-5-((1-(4-((2-(4-fluoro-phenyl)ethyl)sulfonamido)-3-(methoxycarbonyl)benzyl)azetidin-3-yl)oxy)benzoate